OP(O)OP(O)O.C(CCCCCO)O 1,6-hexanediol diphosphite